C(#N)C1=CC(=C(C(=C1)C)C1=CN=C(C(=N1)NC(=S)N[C@H]1CN(C[C@H](C1)O)C)O)O 1-(6-(4-Cyano-2-hydroxy-6-methylphenyl)-3-hydroxypyrazin-2-yl)-3-((3R,5S)-5-hydroxy-1-methylpiperidin-3-yl)thiourea